di(6-chloro-quinoxaline-2-yl) thioether ClC=1C=C2N=CC(=NC2=CC1)SC1=NC2=CC=C(C=C2N=C1)Cl